ClC1=C(C(=NN(C1=O)CC(=O)OCC)C(C)C)O ethyl 2-(5-chloro-4-hydroxy-3-isopropyl-6-oxopyridazin-1(6H)-yl)acetate